N[C@@H](CCO)C(=O)O.[Na] sodium homoserine